4-((4-(4-methylpiperidin-1-yl)phenyl)amino)benzaldehyde CC1CCN(CC1)C1=CC=C(C=C1)NC1=CC=C(C=O)C=C1